ClC1=CC(=C(C=C1)S(=O)(=O)Cl)C(F)(F)F 4-chloro-2-(trifluoromethyl)benzene-1-sulfonyl chloride